(22E)-ergosta-8(14),22-dien-3β-ol CC(C)[C@@H](C)\C=C\[C@@H](C)[C@H]1CCC2=C3CCC4C[C@H](CC[C@]4(C)[C@H]3CC[C@]12C)O